3-(4-fluorophenyl)-1-methyl-2,4-dioxo-1,2,3,4-tetrahydropyrimidine-5-carboxamide FC1=CC=C(C=C1)N1C(N(C=C(C1=O)C(=O)N)C)=O